2-methylpyrazolol CN1N=CC=C1O